C(#N)C1N(CSC1)C(CNC(=O)C1=CC=NC2=CC=C(C=C12)OCCF)=O N-(2-(4-Cyanothiazolidin-3-yl)-2-oxoethyl)-6-(2-fluoroethoxy)-quinoline-4-carboxamide